[Cl-].[Cl-].C[SiH](C)[Zr+2](C1C(=CC2=CC=CC=C12)C)C1C=CC=C1 dimethylsilylcyclopentadienyl-(2-methylindenyl)zirconium dichloride